tert-butyl N-[(3R,4S)-1-[2-chloro-5-[1-(difluoromethyl)pyrazol-4-yl]-4-pyridyl]-3-methyl-4-piperidyl]carbamate ClC1=NC=C(C(=C1)N1C[C@H]([C@H](CC1)NC(OC(C)(C)C)=O)C)C=1C=NN(C1)C(F)F